4-(pyrrolidin-1-yl)-3-(trifluoromethyl)benzoic acid N1(CCCC1)C1=C(C=C(C(=O)O)C=C1)C(F)(F)F